butyl-1-methyl-1H-imidazol-3-ium C(CCC)C=1N(C=C[NH+]1)C